N1C=CC=2C1=NC=C(C2)OC2=C(C(=O)NS(=O)(=O)C1=CC(=CC=C1)[N+](=O)[O-])C=CC(=C2)N2CCN(CC2)C2CCCCC1=C2C=CC=C1 2-((1H-pyrrolo[2,3-b]pyridin-5-yl)oxy)-N-((3-nitrophenyl)sulfonyl)-4-(4-(6,7,8,9-tetrahydro-5H-benzo[7]annulen-5-yl)piperazin-1-yl)benzamide